Benzyl-quinazolin-4-yl-amine C(C1=CC=CC=C1)NC1=NC=NC2=CC=CC=C12